CN1N=CC(=C1)C1=CC=2C(=NC=C(C2)C(=O)NC=2C(=NC=C(C2)NC(CN2C3(CC(C2)C3)C)=O)C)N1 2-(1-methyl-1H-pyrazol-4-yl)-N-(2-methyl-5-(2-(1-methyl-2-azabicyclo[2.1.1]hexan-2-yl)acetamido)pyridin-3-yl)-1H-pyrrolo[2,3-b]pyridine-5-carboxamide